6-bromo-4-{4-[(1H-indazol-7-yl)methyl]piperazin-1-yl}-1-methyl-2-oxo-1,2-dihydro-1,5-naphthyridine BrC=1N=C2C(=CC(N(C2=CC1)C)=O)N1CCN(CC1)CC=1C=CC=C2C=NNC12